[Si](C1=CC=CC=C1)(C1=CC=CC=C1)(C(C)(C)C)OCCCCN1C=NC(=C1)C(=O)OCC ethyl 1-(4-((tert-butyldiphenylsilyl)oxy)butyl)-1H-imidazole-4-carboxylate